2-(5-(4-methoxyphenyl-1H-imidazol-2-yl)piperidin-1-yl)-2-(methylthio)propan-1-one COC1=CC=C(C=C1)N1C(=NC=C1)C1CCCN(C1)C(C=O)(C)SC